(S)-(4-(4-fluorobenzo[d]thiazol-2-yl)-6,7-dihydro-1H-imidazo[4,5-c]pyridin-5(4H)-yl)(2-(1-hydroxycyclopropyl)-4-methyloxazol-5-yl)methanone FC1=CC=CC2=C1N=C(S2)[C@H]2N(CCC1=C2N=CN1)C(=O)C1=C(N=C(O1)C1(CC1)O)C